(2-(thiophen-2-yl)ethyl)1-(tert-butyl)-1H-pyrrole-2,3,4,5-tetracarboxylic acid S1C(=CC=C1)CCOC(=O)C=1N(C(=C(C1C(=O)O)C(=O)O)C(=O)O)C(C)(C)C